ClC1=NC(=NC(=C1)NC1CCC(CC1)(F)F)C=1SC=C(N1)CO (2-(4-chloro-6-((4,4-difluorocyclohexyl)amino)pyrimidin-2-yl)thiazol-4-yl)methanol